(2-(7-chloronaphthalen-1-yl)ethyl)-N-methylcyclopropylamine ClC1=CC=C2C=CC=C(C2=C1)CCN(C)C1CC1